COCO[C@H](CO)C (S)-2-(methoxymethoxy)propan-1-ol